COC(C1=CN=C(C=C1)C1=C(C=C(C=C1)C1=NOC(=N1)C)F)=O 6-(2-fluoro-4-(5-methyl-1,2,4-oxadiazol-3-yl)phenyl)nicotinic acid methyl ester